C(C)(C)(C)OC(=O)N1C(CNCC1)CC#C (prop-2-yn-1-yl)piperazine-1-carboxylic acid tert-butyl ester